isocyanatopropyl-ethyl-dimethoxysilane N(=C=O)CCC[Si](OC)(OC)CC